allyl-Yl-uridine triphosphate P(O)(=O)(OP(=O)(O)OP(=O)(O)O)OC([C@@H]1[C@H]([C@H]([C@@H](O1)N1C(=O)NC(=O)C=C1)O)O)=CC=C